benzyl N-(2,2-Dimethoxyethyl)-N-methyl-carbamate COC(CN(C(OCC1=CC=CC=C1)=O)C)OC